(2R,3S,5R)-5-(4-amino-2-chloro-7H-pyrrolo[2,3-d]pyrimidin-7-yl)-2-(((tert-butyldimethylsilyl)oxy)methyl)-2-ethynyltetrahydrofuran-3-yl decyl carbonate C(O[C@@H]1[C@@](O[C@H](C1)N1C=CC2=C1N=C(N=C2N)Cl)(C#C)CO[Si](C)(C)C(C)(C)C)(OCCCCCCCCCC)=O